C(C=C)(=O)OCCCCCCCCC[Si](OCC)(OCC)C acryloyloxynonyl-methyldiethoxysilane